4-(4-((1R,5S)-3,8-diazabicyclo[3.2.1]octan-3-yl)-8-fluoro-2-(2-(1-methyl-1H-imidazol-2-yl)ethoxy)pyrido[4,3-d]pyrimidin-7-yl)naphthalen-2-ol [C@H]12CN(C[C@H](CC1)N2)C=2C1=C(N=C(N2)OCCC=2N(C=CN2)C)C(=C(N=C1)C1=CC(=CC2=CC=CC=C12)O)F